C(C)(C)(C)[Si](OCC=O)(C)C 2-[t-butyl-(dimethyl)silyl]oxyacetaldehyde